C(C)N1C=C(C(C2=CC(=C(C=C12)N1CCN(CC1)CC(=O)NC1=CC(=C(C=C1)C(=O)OC)O)F)=O)C(=O)O 1-Ethyl-6-fluoro-7-(4-(2-((3-hydroxy-4-(methoxycarbonyl)phenyl)amino)-2-oxoethyl)piperazin-1-yl)-4-oxo-1,4-dihydroquinoline-3-carboxylic acid